C(C)(C)(C)OC(=O)N1C(C(CCC1)C(=O)O)O 1-tert-butoxycarbonyl-hydroxy-piperidine-3-carboxylic acid